C(C)(C)(C)C(CC(=O)O)CCC(=O)O.C(C)NCC Diethylamine 3-tert-butylhexanedioate